5,7-dimethoxy-3-(3-((1-(thiophen-2-ylsulfonyl)-1H-benzimidazol-2-yl)thio)propoxy)-2-(3,4,5-trimethoxyphenyl)-4H-chromen-4-one COC1=C2C(C(=C(OC2=CC(=C1)OC)C1=CC(=C(C(=C1)OC)OC)OC)OCCCSC1=NC2=C(N1S(=O)(=O)C=1SC=CC1)C=CC=C2)=O